N-(3-chloro-5-(methylsulfonyl)phenyl)-1-(5-(4-isobutyrylpiperazin-1-yl)pyridin-2-yl)-1H-pyrazole-4-carboxamide ClC=1C=C(C=C(C1)S(=O)(=O)C)NC(=O)C=1C=NN(C1)C1=NC=C(C=C1)N1CCN(CC1)C(C(C)C)=O